N1-Benzyl-4-methylbenzene-1,3-diamine C(C1=CC=CC=C1)NC1=CC(=C(C=C1)C)N